2-(8-(5-(((5-fluoro-2,3-dihydrobenzofuran-4-yl)methyl)amino)-[1,2,4]triazolo[4,3-c]pyrimidin-8-yl)-5-methylimidazo[1,2-a]pyridin-3-yl)-N,N-dimethylacetamide FC=1C=CC2=C(CCO2)C1CNC1=NC=C(C=2N1C=NN2)C=2C=1N(C(=CC2)C)C(=CN1)CC(=O)N(C)C